4-((E)-3-(3-phenylpropoxy)prop-1-enyl)benzene-1,2-diol C1(=CC=CC=C1)CCCOC/C=C/C=1C=C(C(=CC1)O)O